Cl.OC1=CC=C2CC(NCC2=C1)C(=O)N[C@@H]1CCCC2=CC=CC=C12 7-hydroxy-N-[(1R)-1,2,3,4-tetrahydronaphthalen-1-yl]-3,4-dihydro-1H-isoquinoline-3-carboxamide hydrochloride